perhydropyrimidine N1CNCCC1